2-bromo-7-(cyclopropylmethyl)-5-methyl-3-phenyl-1,5,6,7-tetrahydro-4H-pyrrolo[3,2-c]pyridin-4-one BrC1=C(C=2C(N(CC(C2N1)CC1CC1)C)=O)C1=CC=CC=C1